2-(trifluoromethyl)pyrazolo[1,5-a]pyrimidin-5(4H)-one FC(C1=NN2C(NC(C=C2)=O)=C1)(F)F